C1(CC1)COC1=C(C=C(C=C1)S(=O)(=O)C)C1=CN(C(C2=CC=C(C=C12)C(F)(F)F)=O)C 4-[2-(cyclopropylmethoxy)-5-methylsulfonylphenyl]-2-methyl-6-(trifluoromethyl)isoquinolin-1-one